C1(=CC=CC=C1)CCCCCC(=O)NCC(=O)N1CCCC1 ((6-phenylhexanoyl)glycyl)pyrrolidine